C(C)(C)(C)OC(NCC1CCN(CC1)CC=1N(N=CC1)C)=O.CN1N=CC=C1CN1CCC(CC1)CN [1-[(2-Methylpyrazol-3-yl)methyl]-4-piperidyl]methanamine tert-Butyl-N-[[1-[(2-methylpyrazol-3-yl)methyl]-4-piperidyl]methyl]carbamate